(S)-4-(4-(4-propenoyl-2-methylpiperazin-1-yl)-6-fluoro-7-(2-fluoro-6-hydroxyphenyl)-2-oxopyrido[2,3-d]pyrimidin-1(2H)-yl)-3,5-dimethylbenzonitrile C(C=C)(=O)N1C[C@@H](N(CC1)C=1C2=C(N(C(N1)=O)C1=C(C=C(C#N)C=C1C)C)N=C(C(=C2)F)C2=C(C=CC=C2O)F)C